C1(CC1)CC=1N(N=C2C=CC(=CC12)C1=NC(=NC=C1F)NC1=CC=C(C=N1)CN1CCN(CC1)C=O)C 4-((6-((4-(3-(cyclopropylmethyl)-2-methyl-2H-indazol-5-yl)-5-fluoropyrimidin-2-yl)amino)pyridin-3-yl)methyl)piperazine-1-carbaldehyde